Trans-(4-fluorobutyl)(styrene) FCCCC\C=C\C1=CC=CC=C1